C(#N)C1=C(C=CC=C1)[C@H]([C@@H](C)C=1N(C(C(=C(N1)C(=O)NC=1C=NOC1)O)=O)C)C1=CC=CC=C1 2-((1r,2r)-1-(2-cyanophenyl)-1-phenylpropan-2-yl)-5-hydroxy-N-(isoxazol-4-yl)-1-methyl-6-oxo-1,6-dihydropyrimidine-4-carboxamide